Ethyl (S)-3-(Biphenyl-3-yl)-3-(3-(4-hydroxy-1,5-dimethyl-2-oxo-1,2-dihydropyridin-3-yl)ureido)propanoat C1(=CC(=CC=C1)[C@H](CC(=O)OCC)NC(=O)NC=1C(N(C=C(C1O)C)C)=O)C1=CC=CC=C1